1-(5-fluoro-1H-indol-3-yl)-3-(4-(((trifluoromethyl)thio)methyl)phenyl)urea FC=1C=C2C(=CNC2=CC1)NC(=O)NC1=CC=C(C=C1)CSC(F)(F)F